C=[Hf](C1C2=CC(=CC=C2C=2C=CC(=CC12)C(C)(C)C)C(C)(C)C)C1C=CC=C1 methylene(cyclopentadienyl)(2,7-di-tert-butylfluoren-9-yl)hafnium